[I-].C[N+]1=C(N(C2=C1C=CC=C2)C)C(=C)C 1,3-dimethyl-2-(1-methylethenyl)benzimidazolium iodide